C[C@@H]1N(CCC1)CCC=O 3-((S)-2-methylpyrrolidin-1-yl)propan-1-one